FC=1C=CC=C2C=CNC12 7-fluoro-1H-indole